CC1=CC=CC=2N1N=C(C2)[C@H]2N(CCC1=C2N=CN1)C=1OC(=NN1)C1=NC=CC=C1C (S)-2-(4-(7-methylpyrazolo[1,5-a]pyridin-2-yl)-1,4,6,7-tetrahydro-5H-imidazo[4,5-c]pyridin-5-yl)-5-(3-methylpyridin-2-yl)-1,3,4-oxadiazole